3,5-Dimethyl-2-(6-{5-[(7S)-7-methyl-7-[(2R)-2-methylpyrrolidin-1-yl]-6,7,8,9-tetrahydro-5H-benzo[7]annulen-2-yl]-1H-pyrazolo[3,4-b]pyridin-3-yl}pyridin-3-yl)pyrazine CC=1C(=NC=C(N1)C)C=1C=NC(=CC1)C1=NNC2=NC=C(C=C21)C=2C=CC1=C(CC[C@](CC1)(N1[C@@H](CCC1)C)C)C2